8-((4-((cyclopropylmethyl)(4-fluorophenyl)amino)cyclohexyl)(methyl)amino)-5-methyl-6-oxo-5,6-dihydro-1,5-naphthyridine-2,7-dicarbonitrile C1(CC1)CN(C1CCC(CC1)N(C1=C(C(N(C=2C=CC(=NC12)C#N)C)=O)C#N)C)C1=CC=C(C=C1)F